C(#N)C1=C(NC=CC1)C1=CC=CC=C1 3-cyano-2-phenyl-1,4-dihydropyridine